N-{4-[6,6-dimethyl-4-oxo-3-(pyridin-3-yl)-4,5,6,7-tetrahydro-1H-pyrrolo[3,2-c]pyridin-2-yl]pyridin-2-yl}-2-(4-fluorophenyl)acetamide CC1(CC2=C(C(N1)=O)C(=C(N2)C2=CC(=NC=C2)NC(CC2=CC=C(C=C2)F)=O)C=2C=NC=CC2)C